methyl 7-[4-[3-(2-benzyloxyethoxy)azetidin-1-yl]phenoxy]-1-methyl-indazole-5-carboxylate C(C1=CC=CC=C1)OCCOC1CN(C1)C1=CC=C(OC=2C=C(C=C3C=NN(C23)C)C(=O)OC)C=C1